methyl 3,3-difluoro-1-azabicyclo[3.2.0]heptane-5-carboxylate FC1(CN2CCC2(C1)C(=O)OC)F